6-oxo-5-(trifluoromethyl)-1,6-Dihydropyridazine O=C1C(=CC=NN1)C(F)(F)F